C(C)(C)(C)OC(=O)NCC1(CCCCC1)CC(=O)O (1-{[(tert-butoxycarbonyl)amino]methyl}cyclohexyl)acetic acid